5-[2-(methoxymethoxy)-4-(1-tetrahydropyran-2-ylpyrazol-4-yl)phenyl]-1-(4-piperidinyl)pyrazolo[3,4-b]pyrazine COCOC1=C(C=CC(=C1)C=1C=NN(C1)C1OCCCC1)C=1N=C2C(=NC1)N(N=C2)C2CCNCC2